ClC1=C(N=NC(=C1)C1CC1)C(=O)OC methyl 4-chloro-6-cyclopropylpyridazine-3-carboxylate